disilver oxalate C(C(=O)[O-])(=O)[O-].[Ag+].[Ag+]